7-(8-methyl-2,3-dihydro-1H-pyrido[2,3-b][1,4]oxazin-7-yl)-N-(1-methyl-1H-pyrazol-4-yl)quinazolin-2-amine CC1=C(C=NC=2OCCNC21)C2=CC=C1C=NC(=NC1=C2)NC=2C=NN(C2)C